Ethyl 2-(4-((3-(4-(tert-butyl)phenyl)-2,5-dioxoimidazolin-1-yl)methyl)-2,6-dimethylphenoxy)-2-methylpropionate C(C)(C)(C)C1=CC=C(C=C1)N1C(N(C(C1)=O)CC1=CC(=C(OC(C(=O)OCC)(C)C)C(=C1)C)C)=O